O1CCC(CC1)N1N=C2C=CC(=CC2=C1)B(O)O (2-(tetrahydro-2H-pyran-4-yl)-2H-indazol-5-yl)boronic acid